5-(methylamino)-6-(3-methylimidazo[4,5-c]pyridin-7-yl)-3-[4-[2-(4-methylpiperazin-1-yl)ethyl]anilino]pyrazine-2-carboxamide CNC=1N=C(C(=NC1C=1C2=C(C=NC1)N(C=N2)C)C(=O)N)NC2=CC=C(C=C2)CCN2CCN(CC2)C